2-[2-(aminomethyl)-3,3-difluoro-allyl]-4-[[5-[6-(dimethylamino)-3-pyridyl]-2-thienyl]methyl]-5-methyl-1,2,4-triazol-3-one NCC(CN1N=C(N(C1=O)CC=1SC(=CC1)C=1C=NC(=CC1)N(C)C)C)=C(F)F